N[C@H](C(=O)O)CCC(NCCCO)=O (2S)-2-amino-4-[(3-hydroxypropyl)carbamoyl]butanoic acid